2-oxobenzo[cJ]indol O=C1NC2=CC=CC=3C2=C1C=CC3